(3S)-3-(2',6'-dichloro-4,4'-difluoro-5-methylbiphenyl-3-yl)-3-(2-(3-fluoro-5-(2-(3-fluoroazetidin-1-yl)ethyl)-2-oxopyridin-1(2H)-yl)-4-methylpentanamido)propanoic acid ClC1=C(C(=CC(=C1)F)Cl)C1=CC(=C(C(=C1)C)F)[C@H](CC(=O)O)NC(C(CC(C)C)N1C(C(=CC(=C1)CCN1CC(C1)F)F)=O)=O